NCCOCCNC(=O)C1=C(C=C(C=C1)NC(=O)C=1N(C(=CN1)C1=C(C=C(C=C1)OC)Cl)C)CC N-[4-[2-(2-aminoethoxy)ethylcarbamoyl]-3-ethyl-phenyl]-5-(2-chloro-4-methoxyphenyl)-1-methylimidazole-2-carboxamide